C1=C(C=CC=2OC3=C(C21)C=CC=C3)C#N dibenzo[b,d]furan-2-carbonitrile